C(C1=CC=CC=C1)N1C[C@H]2CN(C([C@H]2C1)C)C(=O)OC(C)(C)C tert-butyl (3aR,6aS)-2-benzyl-4-methyl-1,3,3a,4,6,6a-hexahydropyrrolo[3,4-c]pyrrole-5-carboxylate